4-[(1R,2S)-6-benzyloxy-2-phenyl-tetrahydronaphthalen-1-yl]phenol C(C1=CC=CC=C1)OC=1C=C2CC[C@@H]([C@@H](C2=CC1)C1=CC=C(C=C1)O)C1=CC=CC=C1